COC(=O)[C@H]1N([C@H](CC1)C1=C(C=CC=C1)Cl)C(=O)C=1C(=CC=CC1)C1=C(C=CC=C1)\C(\N)=N/O (2s,5r)-5-(2-chlorophenyl)-1-(2'-((E)-N'-hydroxycarbamimidoyl)biphenyl-carbonyl)pyrrolidine-2-carboxylic acid methyl ester